OC(C(=O)[O-])C(O)(C(=O)[O-])CC(=O)[O-].[Mg+2].[K+] potassium-magnesium (-)-hydroxycitric acid salt